4-tert-butyl-3-hydroxybenzene C(C)(C)(C)C1=C(C=CC=C1)O